(3-((2,3-dihydro-1H-cyclopenta[b]quinolin-9-yl)amino)propyl)-5-hydroxy-1-(pyridin-2-yl)-1H-pyrazole-3-carboxamide C1CCC2=NC=3C=CC=CC3C(=C21)NCCCC=2C(=NN(C2O)C2=NC=CC=C2)C(=O)N